2-fluoro-6-iodo-4-(trifluoromethoxy)aniline FC1=C(N)C(=CC(=C1)OC(F)(F)F)I